1-(6-fluorochroman-2-yl)ethanone FC=1C=C2CCC(OC2=CC1)C(C)=O